FC1=C2CN(CC2=CC=C1)C(=O)O 4-fluoro-1,3-dihydro-2H-isoindole-2-carboxylic acid